CC1=NNC(=C1)C=O 3-methyl-1H-pyrazole-5-carbaldehyde